6-({4-aminobicyclo[2.2.2]octan-1-yl}amino)-7-bromo-1-(2,2,2-trifluoroethyl)imidazo[4,5-c]pyridine-2-carbonitrile NC12CCC(CC1)(CC2)NC2=C(C1=C(C=N2)N=C(N1CC(F)(F)F)C#N)Br